CC(CC(=O)OCC(CC)C)C 2-METHYLBUTYL 3-METHYLBUTANOATE